The molecule is a hydroperoxy fatty acid that is 9-hydroperoxy derivative of (10E)-octadecenoic acid. It derives from an oleic acid. It is a conjugate acid of a 9-hydroperoxy-10E-octadecenoate. CCCCCCC/C=C/C(CCCCCCCC(=O)O)OO